C(C1=CC=CC=C1)OCCCCCCCC(CCCCCCCC(=O)O)=O 16-(benzyloxy)-9-oxohexadecanoic acid